CN1CC2=C(CC1)C=C(S2)C(=O)OCC ethyl 6-methyl-4,5,6,7-tetrahydrothieno[2,3-c]pyridine-2-carboxylate